2-[[2-[6-(5-cyclopropyl-4H-1,2,4-triazol-3-yl)-2-azaspiro[3.3]heptane-2-carbonyl]-2,6-diazaspiro[3.3]heptan-6-yl]methyl]benzoic Acid C1(CC1)C=1NC(=NN1)C1CC2(CN(C2)C(=O)N2CC3(C2)CN(C3)CC3=C(C(=O)O)C=CC=C3)C1